trimethyl-[2-(4-methylthiazol-2-yl)ethynyl]silane C[Si](C#CC=1SC=C(N1)C)(C)C